1-(5-fluoro-4-(1-methyl-1H-1,2,4-triazol-5-yl)pyrimidin-2-yl)-N-(methyl-d3)-N-((2,3,5-trifluorophenyl)methyl-d2)piperidine-4-carboxamide FC=1C(=NC(=NC1)N1CCC(CC1)C(=O)N(C([2H])([2H])C1=C(C(=CC(=C1)F)F)F)C([2H])([2H])[2H])C1=NC=NN1C